NC=1C(=NC=C(N1)N1CCC2([C@@H]([C@@H](OC2)C)N)CC1)SC1=CC=NC2=C1OCC1N2C(N(C1)C(C)C)=O 4-((3-amino-5-((3S,4S)-4-amino-3-methyl-2-oxa-8-azaspiro[4.5]decan-8-yl)pyrazin-2-yl)thio)-8-isopropyl-6,6a,7,8-tetrahydro-9H-imidazo[1,5-d]pyrido[3,2-b][1,4]oxazin-9-one